C1=CC=CC=2C3=CC=CC=C3C(C12)COC(=O)N[C@@H](CCCCN(C(=O)OC(C)(C)C)C(C)C)C(=O)O 9-Fluorenylmethyloxycarbonyl-N(ε)-isopropyl-N(ε)-Boc-lysine